3-methyl-deoxycytidine CN1C(N([C@H]2C[C@H](O)[C@@H](CO)O2)C=CC1=N)=O